(1R,4S)-4-amino-2-cyclopentenecarboxylic acid methyl ester COC(=O)[C@H]1C=C[C@H](C1)N